t-pentylperoxy 2-ethylhexyl monocarbonate C(OOOC(C)(C)CC)(OCC(CCCC)CC)=O